CN(C)C1=CC=CC2=CC=CC(=C12)N(C)C 1,8-bis(N,N-dimethylamino)naphthalene